methylenebis(o-chloroaniline) C(NC1=C(C=CC=C1)Cl)NC1=C(C=CC=C1)Cl